COCC=1C=C(C#N)C=C(C1)B1OC(C(O1)(C)C)(C)C 3-(methoxymethyl)-5-(4,4,5,5-tetramethyl-1,3,2-dioxaborolan-2-yl)benzonitrile